CC1=C(C=C(C=C1)C)S(=O)(=O)NC=1C=C(C(=O)O)C=CC1 3-((2,5-dimethylphenyl)sulfonamido)benzoic acid